COC1C=CC=CC=1OCC(O)CO Glyceryl guaiacolate